(E)-1-(3-bromostyryl)isoquinoline BrC=1C=C(/C=C/C2=NC=CC3=CC=CC=C23)C=CC1